C(C=C)[C@@]1(CN(CC[C@H]1OC)C1=NC=CC(=N1)N)F 2-(cis-3-allyl-3-fluoro-4-methoxypiperidin-1-yl)-4-aminopyrimidine